tert-butyl-((4-(2,4-difluorophenoxy)-3-(5,5-dimethyl-1,3,2-dioxaborolan-2-yl)phenyl)oxy)dimethylsilane C(C)(C)(C)[Si](C)(C)OC1=CC(=C(C=C1)OC1=C(C=C(C=C1)F)F)B1OC(CO1)(C)C